(1R,5R)-N-(7-methoxy-4-(1-methyl-3-phenyl-1H-pyrazol-4-yl)pyrido[3,2-d]pyrimidin-6-yl)-3-oxabicyclo[3.1.0]hexane-1-carboxamide COC1=CC=2N=CN=C(C2N=C1NC(=O)[C@]12COC[C@@H]2C1)C=1C(=NN(C1)C)C1=CC=CC=C1